N,2-dibenzyl-4-methylaniline C(C1=CC=CC=C1)NC1=C(C=C(C=C1)C)CC1=CC=CC=C1